5-(thiophen-2-yl)-thiophene S1C(=CC=C1)C1=CC=CS1